5-bromo-2-methyl-3,4-dihydroisoquinolin-1-one BrC1=C2CCN(C(C2=CC=C1)=O)C